[N+](=O)([O-])C1=CC=C(C=C1)C1(NCCC1)C(=O)OCCCC 1-butyl 2-(4-nitrophenyl)pyrrolidine-2-carboxylate